COC=1C=C(C=CC1C)C=1C=C2CC(C(C2=CC1)NC(O[C@@H]1CN2CCC1CC2)=O)(C)C (S)-quinuclidin-3-yl (5-(3-methoxy-4-methylphenyl)-2,2-dimethyl-2,3-dihydro-1H-inden-1-yl)carbamat